(4-Fluoro-7-(2-(4-(6-fluorobenzo[b]thiophen-4-yl)piperazin-1-yl)ethyl)-2-oxoquinolin-1(2H)-yl)methyl dodecanoate C(CCCCCCCCCCC)(=O)OCN1C(C=C(C2=CC=C(C=C12)CCN1CCN(CC1)C1=CC(=CC=2SC=CC21)F)F)=O